1-[1-(cyclohexylmethyl)-5-{[(2,5-difluorophenyl)(2H2)methyl]oxy}-1H-pyrazol-3-yl]-N-methylmethanamine C1(CCCCC1)CN1N=C(C=C1OC([2H])([2H])C1=C(C=CC(=C1)F)F)CNC